(S)-ethyl 8-(2-amino-6-((R)-1-(4-chloro-2-(1-methyl-2-oxo-1,2-dihydropyridin-3-yl)phenyl)-2,2,2-trifluoroethoxy)pyrimidin-4-yl)-2,8-diazaspiro[4.5]decane-3-carboxylate NC1=NC(=CC(=N1)N1CCC2(C[C@H](NC2)C(=O)OCC)CC1)O[C@@H](C(F)(F)F)C1=C(C=C(C=C1)Cl)C=1C(N(C=CC1)C)=O